ClC1=CC=CC(=N1)C1=NC(=NC=C1)N1CC2=CC=C(C=C2C1)OCCN(C)C 2-((2-(4-(6-Chloropyridin-2-yl)pyrimidin-2-yl)isoindolin-5-yl)oxy)-N,N-dimethylethanamine